4-(3-((4-chloro-6-nitroquinazolin-7-yl)oxy)propyl)morpholine ClC1=NC=NC2=CC(=C(C=C12)[N+](=O)[O-])OCCCN1CCOCC1